NC1CCC(CC1)CN1CCN(CC1)C1=C(C=C(NC2C(NC(CC2)=O)=O)C=C1)F 3-[4-[4-[(4-aminocyclohexyl)methyl]piperazin-1-yl]-3-fluoro-anilino]piperidine-2,6-dione